5-{1-hydroxy-2-[(3S,4S)-3-[(4-methanesulfonyl-phenoxy)methyl]-4-methylpyrrolidin-1-yl]ethyl}benzene-1,3-dicarbonitrile OC(CN1C[C@H]([C@@H](C1)C)COC1=CC=C(C=C1)S(=O)(=O)C)C=1C=C(C=C(C1)C#N)C#N